FC(C(=O)O)(F)F.N[C@@H](CS)C(=O)O L-cysteine compound with 2,2,2-trifluoroacetic acid